C(C1=CC=CC=C1)OC1=C(C=CC=C1)C=1CCN(CC1)C(=O)OC(C)(C)C tert-butyl 4-(2-(benzyloxy)phenyl)-3,6-dihydropyridine-1(2H)-carboxylate